COCCN1CCN(CC1)CC(CC(=O)O)C 4-(4-(2-methoxyethyl)piperazin-1-yl)-3-methylbutanoic acid